[3-[3-(1,3-benzodioxol-5-yl)-1H-pyrazolo[3,4-b]pyridin-4-yl]phenyl]methanol O1COC2=C1C=CC(=C2)C2=NNC1=NC=CC(=C12)C=1C=C(C=CC1)CO